BrC=1C(=C2C=3C(=NC(=NC3C1F)OC[C@]13CCCN3C[C@@H](C1)F)N([C@@H](C(CO2)C)C)C)Cl (5R)-10-bromo-9-chloro-11-fluoro-2-(((2R,7aS)-2-fluorotetrahydro-1H-pyrrolizin-7a(5H)-yl)methoxy)-4,5,6-trimethyl-4,5,6,7-tetrahydro-[1,5]oxazocino[4,3,2-de]quinazoline